[4-(Chloromethyl)-2-thienyl][4-({(1R,3R,4S)-3-(hydroxymethyl)-4-[(triisopropylsilyl)oxy]cyclopentyl}amino)pyrimidin-5-yl]methanone ClCC=1C=C(SC1)C(=O)C=1C(=NC=NC1)N[C@@H]1C[C@@H]([C@H](C1)O[Si](C(C)C)(C(C)C)C(C)C)CO